COC1=C(C=CC=C1)C1=C(C(=O)N)C=CC(=N1)C (2-methoxyphenyl)-6-methylnicotinamide